2,2,6-trimethyloctane-3,5-Dione CC(C)(C(CC(C(CC)C)=O)=O)C